C12COCC(CC1)N2C2=NC=C(C=N2)OC2=C(C=C(C=C2)NC(=O)C2CC(C2)OC)C N-(4-((2-(3-oxa-8-azabicyclo[3.2.1]octan-8-yl)pyrimidin-5-yl)oxy)-3-methylphenyl)-3-methoxycyclobutane-1-carboxamide